5,6,7,8-tetrahydrocycloheptapyridine iron [Fe].N1=CC=CC2=C1CCCCC2